4-cyano-3-(1-(tetrahydro-2H-pyran-2-yl)-1H-pyrazol-5-yl)-naphthalen-2-yl triflate O(S(=O)(=O)C(F)(F)F)C1=CC2=CC=CC=C2C(=C1C1=CC=NN1C1OCCCC1)C#N